1-(3-Bromophenyl)-3-((2-((2-(6-fluoro-5-(4-fluoro-3-(1-(tetrahydro-2H-pyran-2-yl)-1H-pyrazol-3-yl)phenoxy)-1-tosyl-1H-indol-4-yl)ethyl)thio)ethyl)thio)propan-1-one BrC=1C=C(C=CC1)C(CCSCCSCCC1=C2C=CN(C2=CC(=C1OC1=CC(=C(C=C1)F)C1=NN(C=C1)C1OCCCC1)F)S(=O)(=O)C1=CC=C(C)C=C1)=O